CC=1OC(=C(N1)C)C1=CC(=C(C=C1)NC=1N=CC2=C(N1)C(=NC(=C2)C)N2CC1(C2)CCOCC1)OC N-(4-(2,4-dimethyloxazol-5-yl)-2-methoxyphenyl)-6-methyl-8-(7-oxa-2-azaspiro[3.5]nonan-2-yl)pyrido[3,4-d]pyrimidin-2-amine